FC1=CC=C(C=C1)C(C(C)(C)O)N1C[C@@H](N(C[C@H]1C)C1=CC(N(C=2C=CC(=NC12)C#N)C)=O)C 8-((2s,5r)-4-(1-(4-fluorophenyl)-2-hydroxy-2-methylpropyl)-2,5-dimethylpiperazin-1-yl)-5-methyl-6-oxo-5,6-dihydro-1,5-naphthyridine-2-carbonitrile